CN1C=C(C=2N=C(N=CC21)NC2=CC=C(C=C2)N2CCOCC2)C2=CC=C(C=C2)S(=O)(=O)N 4-(5-methyl-2-(4-morpholinophenylamino)-5H-pyrrolo[3,2-d]pyrimidin-7-yl)benzenesulfonamide